C(CCCCCCC)(=O)[O-].[Sn+] tin (I) octanoate